C1(CCCCC1)(C1=CC=C(N(C2=CC=C(C=C2)C)C2=CC=C(C=C2)C)C=C1)C1=CC=C(N(C2=CC=C(C=C2)C)C2=CC=C(C=C2)C)C=C1 4,4'-cyclohexylidenedi[N,N-di(4-tolyl)aniline]